8-benzyl-6-(fluoromethyl)-5-oxa-8-azaspiro[3.5]nonane C(C1=CC=CC=C1)N1CC(OC2(CCC2)C1)CF